C(C)OC=1C=C(C=CC1C1=NN=NN1)C1=CC(=NC=N1)NCCN1C(=CC2=C(C=CC(=C12)F)C)C {6-[3-Ethoxy-4-(1H-tetrazol-5-yl)-phenyl]-pyrimidin-4-yl}-[2-(7-fluoro-2,4-dimethyl-indol-1-yl)-ethyl]-amin